C(C)C=1C(NC2=CC(=CC=C2N1)OC)=O 3-ethyl-7-methoxyquinoxalin-2-one